3-iodo-2-[6-(2-methoxyethoxy)-1,5-naphthyridin-4-yl]-1H,5H,6H,7H-pyrrolo[3,2-c]pyridin-4-one IC1=C(NC2=C1C(NCC2)=O)C2=CC=NC1=CC=C(N=C21)OCCOC